OCC1=C(C(=CC(=C1)C)CO)O 2,6-dihydroxymethyl-4-methylphenol